BrC1=CC=C(C=C1)[C@]12[C@](C3=NC=C(C=C3O1)Cl)([C@@H](C[C@H]2C2=CC=CC=C2)O)O |r| rac-(5aR,6S,8R,8aS)-5a-(4-bromophenyl)-3-chloro-6-phenyl-5a,6,7,8-tetrahydro-8aH-cyclopenta[4,5]furo[3,2-b]pyridine-8,8a-diol